C(C)(C)(C)OC(=O)N1C[C@@H]2COC3=C(C(N2CC1)=O)C=C(C(=C3)Br)F (12AR)-9-bromo-8-fluoro-6-oxo-3,4,12,12a-tetrahydro-6H-pyrazino[2,1-c][1,4]benzoxazepine-2(1H)-carboxylic acid tert-butyl ester